FC1=C(C=CC(=C1)OC1=CC(=NC=C1)C=1SC=C(N1)C(F)(F)F)NC1=NC=NC2=CC(=C(C=C12)NC1CCN(CC1)C(C=C)=O)OC 1-(4-((4-((2-fluoro-4-((2-(4-(trifluoromethyl)thiazol-2-yl)pyridin-4-yl)oxy)phenyl)amino)-7-methoxyquinazolin-6-yl)amino)piperidin-1-yl)prop-2-en-1-one